C1(=CC=CC=C1)C1=C(C(=NN=N1)C=1C(=C(C=CC1)C1=C(C(=CC=2C3=CC=CC=C3CC12)C)C)C1=CC=CC=2SC3=C(C21)C=CC=C3)C3=CC=CC=C3 (diphenyl-triazinyl)(dibenzothiophenyl)(dimethylfluorenyl)benzene